ClC1=C(C=CC(=C1)Cl)C1=C(C2=C(OCC1)C=C(C=C2)C(=O)OC)OS(=O)(=O)C(F)(F)F Methyl 4-(2,4-dichlorophenyl)-5-(((trifluoromethyl)sulfonyl)oxy)-2,3-dihydrobenzo[b]oxepine-8-carboxylate